COC(=C(C)C)OC dimethoxyisobutylene